4-(1-([1,1'-biphenyl]-4-yl)-2-oxo-1,2-dihydro-3H-imidazo[4,5-b]pyridin-3-yl)piperidine-1-carboxylic acid tert-butyl ester C(C)(C)(C)OC(=O)N1CCC(CC1)N1C(N(C=2C1=NC=CC2)C2=CC=C(C=C2)C2=CC=CC=C2)=O